5-(3-((4'-chloro-[1,1'-biphenyl]-2-yl)methyl)-3,8-diazabicyclo[3.2.1]oct-8-yl)-2-(2,6-dioxopiperidin-3-yl)-6-fluoroisoindoline-1,3-dione ClC1=CC=C(C=C1)C1=C(C=CC=C1)CN1CC2CCC(C1)N2C=2C=C1C(N(C(C1=CC2F)=O)C2C(NC(CC2)=O)=O)=O